CC1(OCCN(C1)CC1=CC=C(C=C1)C(C)=O)C (4-((2,2-dimethylmorpholino)methyl)phenyl)ethan-1-one